N-(2-((2-(dimethylamino)ethyl)(methyl)amino)-5-((4-(7-methyl-1H-indol-3-yl)-5-(trifluoromethyl)pyrimidin-2-yl)amino)phenyl)acetamide CN(CCN(C1=C(C=C(C=C1)NC1=NC=C(C(=N1)C1=CNC2=C(C=CC=C12)C)C(F)(F)F)NC(C)=O)C)C